(S)-1-(3-(5-hydroxy-6-oxo-1,6-dihydropyrimidin-4-yl)-2-(4-((4-(morpholinomethyl) phenyl) ethynyl) phenyl) propyl) azetidin-3-ylacetate N1CC(C1)CC(=O)OC[C@@H](CC=1N=CNC(C1O)=O)C1=CC=C(C=C1)C#CC1=CC=C(C=C1)CN1CCOCC1